C[C@@H](C(=O)N[C@@H](CC(=O)O)C(=O)O)NC(=O)[C@H](CCSC)N The molecule is a tripeptide composed of L-methionine, L-alanine and L-aspartic acid joined in sequence by peptide linkages. It has a role as a metabolite. It derives from a L-methionine, a L-alanine and a L-aspartic acid.